(2E,2'E)-2,2'-(1-(2,5-dimethylfuran-3-yl)propane-1,2-diylidene)bis(N-ethylhydrazine-1-carbothioamide) CC=1OC(=CC1\C(\C(\C)=N\NC(NCC)=S)=N/NC(NCC)=S)C